COC(CCCCCCCC=CCCCCCCCCOS(=O)(=O)C1=CC=C(C)C=C1)=O Methyl-18-(tosyloxy)octadec-9-enoate